tert-butyl (4-((4-fluorophenyl)amino)cyclohexyl)carbamate FC1=CC=C(C=C1)NC1CCC(CC1)NC(OC(C)(C)C)=O